N1(CCCCC1)C1CCN(CC1)C([C@@H](CC1=CC2=C(NC(O2)=O)C=C1)NC(=O)N1CCC(CC1)N1C(NC2=CC=CC=C2C1)=O)=O (R)-4-(2-Oxo-1,4-dihydro-2H-quinazolin-3-yl)-piperidine-1-carboxylic acid [2-[1,4']bipiperidinyl-1'-yl-2-oxo-1-(2-oxo-2,3-dihydro-benzooxazol-6-ylmethyl)-ethyl]-amide